FC1=C(C=CC=C1F)C1CCN(CC1)CC=1C=C2C(N(C(C2=CC1)=O)C1C(NC(CC1)=O)=O)=O 5-((4-(2,3-difluorophenyl)piperidin-1-yl)methyl)-2-(2,6-dioxopiperidin-3-yl)isoindoline-1,3-dione